C(C)N(C(\C=C\C=1C=C(C=CC1)C)=O)CC=1SC=CC1 (E)-N-ethyl-N-(thiophen-2-ylmethyl)-3-m-tolyl-acrylamide